FC(CC[Si](Cl)(Cl)C)(F)F trifluoropropyl-methyldichlorosilane